CC=1C(=CC=C(C(=O)O)C1)C(=O)O 5-methyl-terephthalic acid